CC=1C=C(C=CC1OC1=CC2=C(N(C=N2)C)C=C1)NC=1C2=C(N=CN1)C=CC(=N2)N2C1CN(CC2CC1)C(C=C)=O 1-{8-[4-({3-methyl-4-[(1-methyl-1,3-benzodiazol-5-yl)oxy]phenyl}amino)pyrido[3,2-d]pyrimidin-6-yl]-3,8-diazabicyclo[3.2.1]octan-3-yl}prop-2-en-1-one